5-[(acetoxyacetyl)methylamino]-N,N'-bis(2,3-diacetoxypropyl)-2,4,6-triiodo-1,3-benzenedicarboxamide C(C)(=O)OCC(=O)N(C=1C(=C(C(=C(C1I)C(=O)NCC(COC(C)=O)OC(C)=O)I)C(=O)NCC(COC(C)=O)OC(C)=O)I)C